(S)-quinuclidin-3-yl (2,2-dimethyl-5-(4-propylphenyl)-2,3-dihydro-1H-inden-1-yl)carbamate CC1(C(C2=CC=C(C=C2C1)C1=CC=C(C=C1)CCC)NC(O[C@@H]1CN2CCC1CC2)=O)C